(4S,4'S,7S,7'S,9aS,9a'S)-N,N'-(ethane-1,2-diylbis(4,1-phenylene))bis(8,8-dimethyl-4-((S)-2-(methylamino)propanamido)-5-oxooctahydropyrrolo[2,1-b][1,3]thiazepine-7-carboxamide) C(CC1=CC=C(C=C1)NC(=O)[C@@H]1C(C[C@@H]2SCC[C@@H](C(N21)=O)NC([C@H](C)NC)=O)(C)C)C2=CC=C(C=C2)NC(=O)[C@@H]2C(C[C@@H]1SCC[C@@H](C(N12)=O)NC([C@H](C)NC)=O)(C)C